1-((S)-4-(3,5-difluorophenyl)-3-methylpiperazine-1-carbonyl)spiro[bicyclo[2.2.1]heptane-2,4'-imidazolidine]-2',5'-dione FC=1C=C(C=C(C1)F)N1[C@H](CN(CC1)C(=O)C12CCC(CC23NC(NC3=O)=O)C1)C